COC1=CC(=C(C=C1)OC([2H])([2H])[2H])\C=C\[N+](=O)[O-] (E)-4-methoxy-1-(methoxy-d3)-2-(2-nitrovinyl)benzene